ClC1(C(=O)NCC[C@@]23C[C@](C[C@H]2[C@@H]2CC=C4C[C@H](CC[C@]4(C)[C@H]2CC3)O)(O)CC=C)C(C=CC=C1)Cl (1,2-dichlorobenzamidomethyl)-16alpha-allyl-16beta-hydroxy-androst-5-en-3beta-ol